4-(5-(1-(difluoromethyl)-1H-imidazol-5-yl)benzo[D]oxazol-2-yl)picolinic acid FC(N1C=NC=C1C=1C=CC2=C(N=C(O2)C2=CC(=NC=C2)C(=O)O)C1)F